ClC1=CC(=C(C=C1)[C@@]1(OC2=C(C=CC=C2C(=C1)F)C1CCN(CC1)CC1=NC=2C(=NC(=CC2)C(=O)O)N1C[C@H]1OCC1)[2H])OC([2H])([2H])[2H] 2-((4-((R)-2-(4-chloro-2-(methoxy-d3)phenyl)-4-fluoro-2H-chromen-8-yl-2-d)piperidine-1-yl)methyl)-3-(((S)-oxetan-2-yl)methyl)-3H-imidazo[4,5-b]pyridine-5-carboxylic acid